2-Methyl-6-((4-(piperidin-1-yl)phenyl)amino)-1,2-dihydro-3H-indazol-3-one CN1NC2=CC(=CC=C2C1=O)NC1=CC=C(C=C1)N1CCCCC1